2-[1-[5-[[2,6-dioxo-3-piperidinyl]amino]-3-fluoro-2-pyridinyl]-4-hydroxy-4-piperidinyl]acetic acid O=C1NC(CCC1NC=1C=C(C(=NC1)N1CCC(CC1)(O)CC(=O)O)F)=O